N-[4-(2-Phenylsulfanylethylamino)-3-(trifluoromethyl)phenyl]Sulfonylbenzamide C1(=CC=CC=C1)SCCNC1=C(C=C(C=C1)S(=O)(=O)NC(C1=CC=CC=C1)=O)C(F)(F)F